FC(CO)(OC1=CC=C(C2=C1N=C(O2)N2CC1N(C(C2)C1)C(=O)OC(C)(C)C)C=1SC=CN1)F tert-Butyl 3-(4-(1,1-difluoro-2-hydroxyethoxy)-7-(thiazol-2-yl)benzo[d]oxazol-2-yl)-3,6-diazabicyclo[3.1.1]heptane-6-carboxylate